C(C1=CC=CC=C1)C(C(=O)NC=1C(=NC2=C(C=CC=C2C1)F)C)(CC(C)C)OC 2-benzyl-N-(8-fluoro-2-methyl-3-quinolyl)-2-methoxy-4-methyl-pentanamide